2-(4-methoxy-5-methyl-1H-indol-3-yl)-N,N-dimethyl-2-oxoacetamide COC1=C2C(=CNC2=CC=C1C)C(C(=O)N(C)C)=O